ClC1=NC2=CC(=CC(=C2C(=C1F)Cl)OC)OC 2,4-dichloro-3-fluoro-5,7-dimethoxyquinoline